(2S,4R)-4-hydroxy-1-[(2S)-2-[4-[[1-(hydroxymethyl)cyclobutyl]methyl]triazol-1-yl]-3,3-dimethyl-butanoyl]-N-methyl-pyrrolidine-2-carboxamide O[C@@H]1C[C@H](N(C1)C([C@H](C(C)(C)C)N1N=NC(=C1)CC1(CCC1)CO)=O)C(=O)NC